C(C)(C)(C)P(C=1NC2=CC=CC=C2C1)C(C)(C)C 2-(di-t-butylphosphino)indole